4-(4-(3-bromo-2-methylphenoxy)phenyl)-5,5,5-trifluoropentan-1-ol BrC=1C(=C(OC2=CC=C(C=C2)C(CCCO)C(F)(F)F)C=CC1)C